5-methyl-N-(5,6,7,8-tetrahydroquinolin-6-yl)-6-(3-(trifluoromethyl)-7,8-dihydro-1,6-naphthyridin-6(5H)-yl)pyridazine-3-carboxamide CC=1C=C(N=NC1N1CC=2C=C(C=NC2CC1)C(F)(F)F)C(=O)NC1CC=2C=CC=NC2CC1